N-[1-(3-chlorophenyl)cyclobutyl]-N-{[(2S)-pyrrolidin-2-yl]methyl}carbamic acid methyl ester COC(N(C[C@H]1NCCC1)C1(CCC1)C1=CC(=CC=C1)Cl)=O